C(C)OCCN1C(C(CCC1)C1=CC=2C(=NC=CC2NC=2C=CC3=C(N=CS3)C2)S1)C N-(2-(1-(2-ethoxyethyl)-2-methylpiperidin-3-yl)thieno[2,3-b]pyridin-4-yl)benzo[d]thiazol-5-amine